C(C(O)C)(=O)[O-].[Na+].C(\C=C\C(=O)O)(=O)O Fumaric acid Sodium lactate